C(CCCCCCCCCCCCCCCCCCCCCC)(=O)OC[C@@H](OC(CCCCCCCCCCCCCCCCC)=O)COP(=O)([O-])OCC[N+](C)(C)C 1-tricosanoyl-2-octadecanoyl-sn-glycero-3-phosphocholine